N-[5-(2,2-difluoroethoxy)-4,6-dimethoxy-pyrimidin-2-yl]-5-(4-methylthiazol-2-yl)-1H-pyrrole-3-sulfonamide FC(COC=1C(=NC(=NC1OC)NS(=O)(=O)C1=CNC(=C1)C=1SC=C(N1)C)OC)F